5-Chloro-2-methyl-2,3-dihydropyridazin-3-one ClC1=CC(N(N=C1)C)=O